N-[(2S)-1-Hydroxypropan-2-yl]-2-(4-methylthiophen-3-yl)-6-[4-(trifluoromethoxy)phenyl]pyrimidin OC[C@H](C)N1C(N=CC=C1C1=CC=C(C=C1)OC(F)(F)F)C1=CSC=C1C